((2-allyl-4-fluorophenyl)amino)-6-(trifluoromethyl)nicotinic acid methyl ester COC(C1=C(N=C(C=C1)C(F)(F)F)NC1=C(C=C(C=C1)F)CC=C)=O